3-(4,6-dimethoxypyridin-3-yl)-2-hydroxy-2-phenylpropionic acid COC1=C(C=NC(=C1)OC)CC(C(=O)O)(C1=CC=CC=C1)O